CC=1C=C(C=C(C1O)C)C1(CCC(CC1)C1=CC=C(C=C1)O)C1=CC(=C(C(=C1)C)O)C 1,1-bis(3,5-dimethyl-4-hydroxyphenyl)-4-(4-hydroxyphenyl)cyclohexane